C(C)(C)(C)OC(=O)NCC(=O)N[C@@H](C)C(=O)N[C@H](CCC(=O)OCC)C(=O)OCC Diethyl (tert-butoxycarbonyl)glycyl-L-alanyl-D-glutamate